BrC=1C(=[N+](C=CC1)Br)Br tribromopyridinium